ClC1=NC=C(C(=C1)C1=C(C=NC(=C1)C)C(=O)NC=1SC2=C(N1)C=CC(=C2)[N+](=O)[O-])OC 4-(2-chloro-5-methoxy-4-pyridyl)-6-methyl-N-(6-nitro-1,3-benzothiazol-2-yl)pyridine-3-carboxamide